N-(4-chlorobenzyl)-4-[6-(1-methyl-1H-pyrazol-4-yl)pyrazolo[1,5-a]pyridin-3-yl]piperazine-1-carboxamide ClC1=CC=C(CNC(=O)N2CCN(CC2)C=2C=NN3C2C=CC(=C3)C=3C=NN(C3)C)C=C1